N-chroman-4-yl-5-(trifluoromethyl)-7H-pyrrolo[2,3-D]pyrimidin-4-amine O1CCC(C2=CC=CC=C12)NC=1C2=C(N=CN1)NC=C2C(F)(F)F